3-iodo-6-[(2,2,6,6-tetramethylpiperidin-4-yl)oxy]pyridazine IC=1N=NC(=CC1)OC1CC(NC(C1)(C)C)(C)C